tert-butyl 4-[5-(7-fluoro-2-methyl-indazol-5-yl)indazol-2-yl]piperidine-1-carboxylate FC1=CC(=CC2=CN(N=C12)C)C1=CC2=CN(N=C2C=C1)C1CCN(CC1)C(=O)OC(C)(C)C